COC=1C=C(C(=O)C2=NC3=CC(=C(C(=C3C(N2)=O)OC)OC)OC)C=CC1OC 2-(3,4-dimethoxybenzoyl)-5,6,7-trimethoxyquinazolin-4(3H)-one